[N+](=O)([O-])C1=CC=C(C=C1)CCC1(NC=C(C=C1)C(=O)NCCC1=CC=C(C=C1)[N+](=O)[O-])C(=O)N 2,N5-bis(4-nitrophenylethyl)pyridine-2,5-dicarboxamide